tungsten-titanium oxide [O-2].[Ti+4].[W+4].[O-2].[O-2].[O-2]